trans-N-(3-(1-Cyclopropyl-1H-pyrazol-4-yl)phenyl)-4-hydroxy-N-((4-(4-methoxy-3-methylphenyl)bicyclo[2.2.2]octan-1-yl)methyl)cyclohexanecarboxamide C1(CC1)N1N=CC(=C1)C=1C=C(C=CC1)N(C(=O)[C@@H]1CC[C@H](CC1)O)CC12CCC(CC1)(CC2)C2=CC(=C(C=C2)OC)C